NC1=C(C=C(C=C1)C1=CC(=C(N)C=C1)C(C)(C)C)C(C)(C)C 4-(4-amino-3-tert-butylphenyl)-2-tert-butyl-aniline